ONC(CC1=C(C(=O)N)C=CC=C1C(=O)N)=O (2-(hydroxyamino)-2-oxoethyl)isophthalamide